(3S,4r,5R)-1-(2,6-difluoro-4-(pyrrolidin-1-yl)phenethyl)piperidine-3,4,5-triol FC1=C(CCN2C[C@@H](C([C@@H](C2)O)O)O)C(=CC(=C1)N1CCCC1)F